[2-[[tert-butyl(dimethyl)silyl]oxymethyl]thieno[3,2-b]pyridin-7-yl]boronic acid [Si](C)(C)(C(C)(C)C)OCC1=CC2=NC=CC(=C2S1)B(O)O